epsilon-Palmitolactone C1(CCCCC(CCCCCCCCCC)O1)=O